1-(2-(5-amino-3-methyl-1H-pyrazol-1-yl)acetyl)-6'-fluoro-1'H-spiro[piperidine-4,2'-quinoline]-4'(3'H)-one NC1=CC(=NN1CC(=O)N1CCC2(NC3=CC=C(C=C3C(C2)=O)F)CC1)C